CCC(C=CCC(C)C)=O 1-(2-ethyl)-5-methyl-hexenal